[2,4-Difluoro-5-(7-morpholin-4-yl-quinazolin-4-yl)-phenyl]pyrrolo[1,2-a]-pyrazin-1-ylmethanol FC1=C(C=C(C(=C1)F)C1=NC=NC2=CC(=CC=C12)N1CCOCC1)C(O)C=1C=2N(C=CN1)C=CC2